N1CCC(CC1)NC1=C2C=C(N(C2=CC=C1)CC(F)(F)F)C#CCNC1=CC=C(C(=O)NCCN2CCC(CC2)C(=O)N)C=C1 1-(2-(4-((3-(4-(piperidin-4-ylamino)-1-(2,2,2-trifluoroethyl)-1H-indol-2-yl)prop-2-yn-1-yl)amino)benzamido)ethyl)piperidine-4-carboxamide